C(CCCCCCCCCCC)ON laurylamino ether